COC([C@@H](NC([C@@H](NC(=O)OC(C)(C)C)CC1=CC=C(C=C1)O)=O)C)=O (tert-Butoxycarbonyl)-L-tyrosyl-L-alanine methyl ester